C(#N)C=1C=CC(=NC1)CN1N=C(C=C1)C(C(=O)N)C1=CC=C(C=C1)C1(CC1)C(F)(F)F [1-(5-cyano-pyridin-2-ylmethyl)-1H-pyrazol-3-yl]-2-[4-(1-trifluoromethyl-cyclopropyl)-phenyl]-acetamide